Dimethyl phenylphosphonite C1(=CC=CC=C1)P(OC)OC